N-(4-{[6-(5-chloro-2-fluorophenyl)-3-methylpyridazin-4-yl]amino}pyridin-2-yl)-3-[4-(2-cyanoethyl)piperazin-1-yl]propanamide ClC=1C=CC(=C(C1)C1=CC(=C(N=N1)C)NC1=CC(=NC=C1)NC(CCN1CCN(CC1)CCC#N)=O)F